COC1=C(C(=CC(=C1OC)OC)C)CO (2,3,4-trimethoxy-6-methylphenyl)methanol